2-(4-chloro-3-fluorophenoxy)-N-{4-[2-(methoxyacetyl)hydrazinocarbonyl]-3-oxobicyclo[2.2.2]oct-1-yl}acetamide ClC1=C(C=C(OCC(=O)NC23CC(C(CC2)(CC3)C(=O)NNC(COC)=O)=O)C=C1)F